indazole-1-carbonitrile N1(N=CC2=CC=CC=C12)C#N